N1C=C(C2=CC=CC=C12)C(C(=O)N)C (3-indolyl)propanamide